2-(difluoromethyl)-3-(3-fluoro-4-(2,2,2-trifluoroethoxy)phenyl)-8-methoxy-4H-pyrido[1,2-a]pyrimidin-4-one FC(C=1N=C2N(C(C1C1=CC(=C(C=C1)OCC(F)(F)F)F)=O)C=CC(=C2)OC)F